ClC=1C=2N(C=C(C1)CN1C[C@@H](CC1)O)N=C(N2)C=2C(=C(C=CC2)C2=C(C(=CC=C2)C=2OC1=C(N2)C=C(C=C1C#N)CO)C)C (R)-2-(3'-(8-chloro-6-((3-hydroxypyrrolidin-1-yl)methyl)-[1,2,4]triazolo[1,5-a]pyridin-2-yl)-2,2'-dimethylbiphenyl-3-yl)-5-(hydroxymethyl)benzo[d]oxazole-7-carbonitrile